6-((2-chloroethyl)(6-(1-hexylnonylcarbonyloxy)hexyl)amino)hexyl 2-hexyldecanoate C(CCCCC)C(C(=O)OCCCCCCN(CCCCCCOC(=O)C(CCCCCCCC)CCCCCC)CCCl)CCCCCCCC